5-(4-nitrophenyl)-1,3,4-oxadiazole-2-carboxylic acid methyl ester COC(=O)C=1OC(=NN1)C1=CC=C(C=C1)[N+](=O)[O-]